3,6-Bis(4-chlorophenyl)-2,5-dihydropyrrolo[3,4-c]pyrrol-1,4-dion ClC1=CC=C(C=C1)C=1NC(C2=C(NC(C21)=O)C2=CC=C(C=C2)Cl)=O